OC1CCC(CC1)OC=1C(=CC(=NC1)C)C1=CC=2N(C=C1)N=C(C2)NC2=CC(=C(C(=O)NCC(F)(F)F)C(=C2)OC)OC 4-[[5-[5-(4-hydroxycyclohexoxy)-2-methyl-4-pyridyl]pyrazolo[1,5-a]pyridin-2-yl]amino]-2,6-dimethoxy-N-(2,2,2-trifluoroethyl)benzamide